tert-Butyl(2-(2-(2-((2-(2,6-dioxopiperidin-3-yl)-1,3-dioxoisoindolin-5-yl)oxy)ethoxy)ethoxy)ethyl)(methyl)carbamate C(C)(C)(C)OC(N(C)CCOCCOCCOC=1C=C2C(N(C(C2=CC1)=O)C1C(NC(CC1)=O)=O)=O)=O